C(C)(C)(C)OC(=O)O[C@@H]1[C@H]([C@H](N(C1)C(=O)OC(C)(C)C)CC1=CC=C(C=C1)OC)O tert-butyl (2R,3S,4S)-4-((tert-butoxycarbonyl) oxy)-3-hydroxy-2-(4-methoxybenzyl)pyrrolidine-1-carboxylate